tert-butyl (2S,4R)-4-hydroxy-2-(5-(4-(4-methylthiazol-5-yl)phenyl)-1H-imidazol-2-yl)pyrrolidine-1-carboxylate O[C@@H]1C[C@H](N(C1)C(=O)OC(C)(C)C)C=1NC(=CN1)C1=CC=C(C=C1)C1=C(N=CS1)C